7-(3-(N-(2,6-dimethyl-4-phenoxyphenyl)sulfamoyl)phenyl)heptanoic acid CC1=C(C(=CC(=C1)OC1=CC=CC=C1)C)NS(=O)(=O)C=1C=C(C=CC1)CCCCCCC(=O)O